NC=1C(=NC=C(C1)Br)OC[C@H](NC(=O)OC(C)(C)C)C(=O)O O-(3-amino-5-bromopyridin-2-yl)-N-(tert-butoxycarbonyl)-L-serine